Cl.N[C@H](C(=O)OC[C@@H](CC)NC1=NC(=C2N=CN(C2=N1)C(C)C)N(CC)CC1=CC=CC=C1)C(C)C [(2R)-2-[[6-[benzyl(ethyl)amino]-9-isopropyl-purin-2-yl]amino]butyl] (2S)-2-amino-3-methyl-butanoate hydrochloride